COC1=C(C=CC=C1)NC(C(=C(C)NC)C(C)=O)=O N-(2'-methoxyphenyl)-2-acetyl-3-methylamino-2-butenamide